(3R,4S)-4-{2-[(tert-butyldimethylsilyl)oxy]ethoxy}-3-fluoropiperidine-1-carboxylic acid tert-butyl ester C(C)(C)(C)OC(=O)N1C[C@H]([C@H](CC1)OCCO[Si](C)(C)C(C)(C)C)F